5-chloro-2-fluoro-4-((2-(1-hydroxycyclopentyl)ethyl)amino)-N-(thiazol-2-yl)benzenesulfonamide zinc bis(dimethyldithiocarbamate) ethylenebis(dithiocarbamate) C(CNC([S-])=S)NC([S-])=S.CN(C(S)=S)C.CN(C(S)=S)C.[Zn+2].ClC=1C(=CC(=C(C1)S(=O)(=O)NC=1SC=CN1)F)NCCC1(CCCC1)O